NN([C@@H](C(C)C)C(=O)O)N diaminovaline